ClC1=C(C(=CC=C1F)Cl)C(C)O 1-(2,6-dichloro-3-fluorophenyl)ethanol